methyl (S)-2-(2-(1H-pyrazol-1-yl)ethyl)7-methyl-3-(2-(methyl((S)-tetrahydrofuran-3-yl)amino)ethyl)-3,7,8,9-tetrahydro-6H-imidazo[4,5-f]quinoline-6-carboxylate N1(N=CC=C1)CCC=1N(C=2C(=C3CC[C@@H](N(C3=CC2)C(=O)OC)C)N1)CCN([C@@H]1COCC1)C